C1(CC1)/C=C/C(=O)OC(C)(C)C tert-butyl (2E)-3-cyclopropylprop-2-enoate